(S)-propane-2-sulfinamide CC(C)[S@](=O)N